C(#N)C1=CC(=C(C(=C1)C)B(O)O)O (4-Cyano-2-hydroxy-6-methylphenyl)boronic acid